benzylidenecamphor Tetrahydrofuran-2-ylmethyl-(2-{2-chloro-4-fluoro-5-[3-methyl-2,6-dioxo-4-(trifluoromethyl)-3,6-dihydropyrimidine-1(2H)-yl]phenoxy}phenoxy)acetate O1C(CCC1)COC(COC1=C(C=CC=C1)OC1=C(C=C(C(=C1)N1C(N(C(=CC1=O)C(F)(F)F)C)=O)F)Cl)=O.C(C1=CC=CC=C1)=C1C(C2(CCC1C2(C)C)C)=O